(1'S)-1'-(((R)-tert-butylsulfinyl)amino)-1',3'-dihydro-8-azaspiro[bicyclo[3.2.1]octane-3,2'-indene]-8-carboxylic acid tert-butyl ester C(C)(C)(C)OC(=O)N1C2CC3([C@@H](C4=CC=CC=C4C3)N[S@](=O)C(C)(C)C)CC1CC2